6-Bromo-3-ethylsulfonyl-5-fluoro-N-[[(2S)-1-methylpyrrolidin-2-yl]methyl]-7,9-dihydrofuro[3,4-f]quinazolin-1-amine BrC=1C2=C(C3=C(N=C(N=C3C1F)S(=O)(=O)CC)NC[C@H]1N(CCC1)C)COC2